FC1(OC2=C(O1)C=CC(=C2)[C@H](C)NC2=NC=CC(=C2)N2N=C(C=1CCC[C@@H](C21)NC2=CC=C(C(=O)O)C=C2)C(F)(F)F)F 4-[[(7S)-1-[2-[[(1S)-1-(2,2-difluoro-1,3-benzodioxol-5-yl)ethyl]amino]-4-pyridinyl]-3-(trifluoromethyl)-4,5,6,7-tetrahydroindazol-7-yl]amino]benzoic acid